5-[1-(5-methyl-1H-pyrazol-4-yl)-3-(trifluoromethyl)pyrazol-4-yl]imidazole-2-carboxamide CC1=C(C=NN1)N1N=C(C(=C1)C1=CN=C(N1)C(=O)N)C(F)(F)F